C(C#C)C1=C(C=CC=C1)S(=O)(=O)O propargyl-benzenesulfonic acid